ClCC=1C=C(C=C(C1)[N+](=O)[O-])C1=NC2=CC=CC=C2N=C1 2-(3-(chloromethyl)-5-nitrophenyl)quinoxaline